2,6-Difluoro-3-(3-methyl-5-(7-oxa-4-azaspiro[2.5]octan-4-yl)-1H-indazol-1-yl)-5-(trifluoromethyl)phenol FC1=C(C(=C(C=C1N1N=C(C2=CC(=CC=C12)N1C2(CC2)COCC1)C)C(F)(F)F)F)O